tert-butyl 2-(3-fluoro-4-(6-((3-(4-fluoropiperidin-1-yl)propyl)carbamoyl)-9H-benzo[d]imidazo[1,2-a]imidazol-2-yl)phenyl)pyrrolidine-1-carboxylate FC=1C=C(C=CC1C=1N=C2N(C3=C(N2)C=CC(=C3)C(NCCCN3CCC(CC3)F)=O)C1)C1N(CCC1)C(=O)OC(C)(C)C